N-(4-fluoro-3-((2-((5-methylisothiazol-3-yl)amino)-5-(4-(trifluoromethyl)phenyl)pyrimidin-4-yl)amino)phenyl)acrylamide FC1=C(C=C(C=C1)NC(C=C)=O)NC1=NC(=NC=C1C1=CC=C(C=C1)C(F)(F)F)NC1=NSC(=C1)C